[4-[6-methoxy-5-[[6-(trifluoromethyl) pyridine-2-carbonyl]amino]indazol-2-yl] cyclohexyl]methyl methanesulfonate CS(=O)(=O)OCC1CCC(CC1)N1N=C2C=C(C(=CC2=C1)NC(=O)C1=NC(=CC=C1)C(F)(F)F)OC